C1N(CCC2=CC=CC=C12)C1=NC=CC(=C1)C1=NC(=NO1)[C@H]1CN(CC1)C(=O)OC(C)(C)C tert-butyl (R)-3-(5-(2-(3,4-dihydroisoquinolin-2(1H)-yl)pyridin-4-yl)-1,2,4-oxadiazol-3-yl)pyrrolidine-1-carboxylate